N-butyryl-proline C(CCC)(=O)N1[C@@H](CCC1)C(=O)O